2-chloro-7H-pyrrolo[2,3-d]pyrimidine-6-formic acid ClC=1N=CC2=C(N1)NC(=C2)C(=O)O